OC=1C=C2C(=NC=NC2=CC1)OC1CC2(C1)CCN(CC2)C(=O)OC(C)(C)C tert-butyl 2-(6-hydroxyquinazolin-4-yl)oxy-7-azaspiro[3.5]nonane-7-carboxylate